5-(cyclopropoxymethyl)pyridin-2-amine C1(CC1)OCC=1C=CC(=NC1)N